diethyl 2-(((4-chlorophenyl)amino)methylene)malonate ClC1=CC=C(C=C1)NC=C(C(=O)OCC)C(=O)OCC